[C@H]12CN(C[C@H](CC1)N2)C2=NC(=NC1=C(C(=CC=C21)C2=CC(=CC1=CC=CC=C21)O)F)NCC2(CC2)CO 4-(4-((1R,5S)-3,8-diazabicyclo[3.2.1]octan-3-yl)-8-fluoro-2-(((1-(hydroxymethyl)cyclopropyl)methyl)amino)quinazolin-7-yl)naphthalen-2-ol